tert-butyl (R)-3-(methylsulfonyloxy)pyrrolidine-1-carboxylate CS(=O)(=O)O[C@H]1CN(CC1)C(=O)OC(C)(C)C